3-(3',3'-dimethyl-6-nitrospiro[chromene-2,2'-indolin]-1'-yl)-N-(2-((2-(3-morpholinopropyl)-1,3-dioxo-2,3-dihydro-1H-benzo[de]isoquinolin-6-yl)amino)ethyl)propanamide CC1(C2(N(C3=CC=CC=C13)CCC(=O)NCCNC=1C=CC=3C(N(C(C4=CC=CC1C34)=O)CCCN3CCOCC3)=O)OC3=CC=C(C=C3C=C2)[N+](=O)[O-])C